N1=C2C=3N=CC=NC3C3=C(C2=NC=C1)N=CC=N3 1,4,5,8,9,12-hexaazabenzophenanthrene